17-(3-pyridyl)androsta-5,16-dien-3β-ol N1=CC(=CC=C1)C=1[C@]2(C)[C@@H](CC1)[C@@H]1CC=C3C[C@H](CC[C@]3(C)[C@H]1CC2)O